3-cyclopropyl-4-[4-[2-[[[(1S,2R,5S)-6,6-dimethylbicyclo[3.1.1]heptan-2-yl]methyl]amino]-2-oxoethyl]piperidin-1-yl]benzoic acid C1(CC1)C=1C=C(C(=O)O)C=CC1N1CCC(CC1)CC(=O)NC[C@H]1[C@H]2C([C@@H](CC1)C2)(C)C